N-(3-chloro-4-(pyridine-2-ylmethoxy)phenyl)benzamide ClC=1C=C(C=CC1OCC1=NC=CC=C1)NC(C1=CC=CC=C1)=O